C(N)(=O)C1=NN(C2=CC=C(C=C12)C(=O)N=[N+]=[N-])CC(=O)N(C1CC1)CC(=O)NCC1=C(C(=CC=C1)Cl)F 3-carbamoyl-1-(2-((2-((3-chloro-2-fluorobenzyl)amino)-2-oxoethyl)(cyclopropyl)amino)-2-oxoethyl)-1H-indazole-5-carbonyl azide